C1(=CC=CC=C1)N(C(CC(=O)N(C1=CC=CC=C1)C1=CC=CC=C1)=O)C1=CC=CC=C1 tetraphenylmalonamide